C(C)(C)(C)C1N(CCC2=CC(=CC=C12)C#C[Si](C)(C)C)C(=O)OC=1C(=[O+]C=2C=C(C=C(C2C1)O)O)C1=CC(=C(C=C1)O)O 2-(3,4-dihydroxyphenyl)chromenylium-3,5,7-triol 3-tert-butyl-6-((trimethylsilyl)ethynyl)-3,4-dihydroisoquinoline-2(1H)-carboxylate